NC=1SC(=CN1)C1C[C@H]2CN(C[C@@H](C1)O2)C(=O)OC(C)(C)C |r| tert-butyl rac-(1R,5S)-7-(2-aminothiazol-5-yl)-9-oxa-3-azabicyclo[3.3.1]nonane-3-carboxylate